O[C@H]1CNCC[C@@H]1NC(OCC1=CC=CC=C1)=O trans-benzyl ((3S,4s)-3-hydroxypiperidin-4-yl)carbamate